C(C1=CC=CC=C1)N1C(=CC2=CC=CC=C12)C=C1CN(CC(C1=O)=CC=1N(C2=CC=CC=C2C1)CC1=CC=CC=C1)C(CCN(C)C)=O 3,5-Bis((1-benzyl-1H-indol-2-yl)methylene)-1-(3-(dimethylamino)propanoyl)piperidin-4-one